BrC(C(C(O)([2H])[2H])(O)[2H])([2H])[2H] 3-bromo-1,2-propanediol-d5